(5S)-3-Oxo-2-{[5-(trifluoromethyl)pyridin-2-yl]methyl}-2,3,5,6,7,8-hexahydro[1,2,4]triazolo[4,3-a]pyridin O=C1N(N=C2N1CCCC2)CC2=NC=C(C=C2)C(F)(F)F